C(C)OC(C=CSC=1N(C=CN1)C)=O 3-[(1-methyl-1H-imidazol-2-yl)thio]-2-propenoic acid-ethyl ester